tert-butyl 3-(6-hydroxyoct-7-enyloxy)azetidine-1-carboxylate OC(CCCCCOC1CN(C1)C(=O)OC(C)(C)C)C=C